C(C)(C)(C)[C@@H]1CC=2C=C3C(=NC2CC1)SC(=N3)C(=O)N[C@H](CCN(C)C)C3=CC(=CC=C3)C(NCCO)=O (7S)-7-tert-butyl-N-[(1R)-3-(dimethylamino)-1-[3-(2-hydroxyethylcarbamoyl)phenyl]propyl]-5,6,7,8-tetrahydrothiazolo[5,4-b]quinoline-2-carboxamide